((4-cyclopropyl-6-((3'-(4-cyclopropyl-5-(((R)-3-hydroxypyrrolidin-1-yl)methyl)picolinamido)-2,2'-dimethyl-[1,1'-biphenyl]-3-yl)carbamoyl)pyridin-3-yl)methyl)-D-serine C1(CC1)C1=C(C=NC(=C1)C(NC=1C(=C(C=CC1)C1=C(C(=CC=C1)NC(C1=NC=C(C(=C1)C1CC1)CN1C[C@@H](CC1)O)=O)C)C)=O)CN[C@H](CO)C(=O)O